CN(C)CC1=C(C=CC(=N1)NC=1C=CC(=C2CNC(C12)=O)C1=CN=C2N1C=CC=C2C)[C@@H]2COCC2 (R)-7-((6-((dimethyl-amino)methyl)-5-(tetrahydrofuran-3-yl)pyridin-2-yl)amino)-4-(8-methyl-imidazo[1,2-a]pyridin-3-yl)isoindolin-1-one